C(C1=CC=CC=C1)[C@H]1N(C(OC1)=O)C(=O)[C@@H]1CN(C[C@H]1C1=CC=CC=C1)CC1=CC=CC=C1 (4R)-benzyl-3-[(3S,4R)-1-benzyl-4-phenyl-pyrrolidine-3-carbonyl]-oxazolidin-2-one